FC(C)(F)C1=NC(=C(C(=O)NC(C)\C=C\S(=O)(=O)C)C=C1)OC1=CC=CC=C1 (E)-6-(1,1-difluoroethyl)-N-(4-(methylsulfonyl)but-3-en-2-yl)-2-phenoxynicotinamide